C(C)OC1=C(C=CC=C1)C1=NC(=CC(=C1)C1=CC=C(C=C1)NC1=CC=CC=C1)C1=C(C=C(C=C1)OC)OC 2-(2-ethoxyphenyl)-6-(2,4-dimethyloxyphenyl)-4-(4-phenylaminophenyl)pyridine